[Si](C)(C)(C(C)(C)C)OC=1C=C(C=CC1)B(O)O 3-(tert-butyldimethylsilyloxy)-phenylboronic acid